4-(benzyloxy)-1-methyl-2-nitrobenzene C(C1=CC=CC=C1)OC1=CC(=C(C=C1)C)[N+](=O)[O-]